C(C)(=O)O[C@H]1[C@@H](SC2=CC(=CC=C2)OC)O[C@@H]([C@@H]([C@@H]1N=[N+]=[N-])OC(C)=O)COC(C)=O 3-Methoxyphenyl 2,4,6-tri-O-acetyl-3-azido-3-deoxy-1-thio-α-D-galactopyranoside